O=C1NC(CCC1N1C(C2=CC=C(C=C2C1=O)NC1CC(C1)OCCCNC)=O)=O 2-(2,6-Dioxo-3-piperidyl)-5-[[3-[3-(methylamino)propoxy]cyclobutyl]amino]isoindoline-1,3-dione